OC1=NC=C(N=C1)C(F)(F)F oxyl-5-(trifluoromethyl)pyrazine